(2-bromo-6-nitro-4-trifluoromethyl-phenyl)-methyl-amine BrC1=C(C(=CC(=C1)C(F)(F)F)[N+](=O)[O-])NC